3,5,8,13-tetraoxa-4-phospha-12,14-disilapentadecan-1-aminium C(COPOCCOCCC[SiH2]O[SiH2]C)[NH3+]